C(CCCCCCCCC)C=1C(=C(C(=O)O)C=CC1)N.C(CCCCCCCCC)C1(C(=O)O)C(N)C=CC=C1.CC(CCCCCCC=1C(=C(C(=O)O)C=CC1)N)C.C(C=1C(N)=CC=CC1)(=O)OCCCCCCC(C)C 7-methyl-1-octyl anthranilate (7-methyloctyl 2-aminobenzoate) 1-decyl-anthranilate (decyl-2-aminobenzoate)